N1C[C@H](OCC1)CNC(OC(C)(C)C)=O tert-butyl N-[[(2S)-morpholin-2-yl]methyl]carbamate